O1C(CCC1)COC=1C2=C(N=C(N1)N)NC=C2 4-((tetrahydrofuran-2-yl)methoxy)-7H-pyrrolo[2,3-d]pyrimidin-2-amine